[1-(4-phenylmercaptobenzoyl) heptylamino] benzoate C(C1=CC=CC=C1)(=O)ONC(CCCCCC)C(C1=CC=C(C=C1)SC1=CC=CC=C1)=O